ClC1=CC=C(CN2[C@@]3(CCN(C3)C3=CC(=NC=C3)C)C(N(CC2=O)C(C)C)=O)C=C1 (R)-6-(4-chlorobenzyl)-9-isopropyl-2-(2-methyl-pyridin-4-yl)-2,6,9-triazaspiro[4.5]decane-7,10-dione